bromo-N4,N4-bis(4-methoxybenzyl)-N2-(pentan-2-yl)imidazo[2,1-f][1,2,4]triazine-2,4-diamine BrC=1N=C2C(=NC(=NN2C1)NC(C)CCC)N(CC1=CC=C(C=C1)OC)CC1=CC=C(C=C1)OC